C1(CC1)C(CN(C=O)C=1C=C2C(N(C=NC2=CC1)C1=NC(=CC=C1)C1=NN=CN1C(C)C)=O)=O N-(2-cyclopropyl-2-oxoethyl)-N-(3-(6-(4-isopropyl-4H-1,2,4-triazol-3-yl)pyridin-2-yl)-4-oxo-3,4-dihydroquinazolin-6-yl)carboxamide